C(C)OC(=O)C1=C(SC2=C1C=CC(=C2)O)N(CC2=C(C=CC=C2)Cl)C(C)=O 2-[acetyl-(2-chlorobenzyl)amino]-6-hydroxy-1-benzothiophene-3-carboxylic acid ethyl ester